(3-(3-fluoro-4-methylphenyl)-3-(1,2,4-thiadiazol-5-yl)pyrrolidin-1-yl)(1-(2-hydroxy-2-methylpropyl)-5-methyl-1H-indazol-3-yl)methanone FC=1C=C(C=CC1C)C1(CN(CC1)C(=O)C1=NN(C2=CC=C(C=C12)C)CC(C)(C)O)C1=NC=NS1